(E)-N-(4-Formyl-3-styrylphenyl)acetamide C(=O)C1=C(C=C(C=C1)NC(C)=O)\C=C\C1=CC=CC=C1